COC1=CC(=NC(=C1)C1=C(C=CC(=C1)C(C)C)C=1C(=C(C=C(C1)F)C12CC3CC(CC(C1)C3)C2)[O-])C2=C(C=CC(=C2)C(C)C)C=2C(=C(C=C(C2)F)C23CC1CC(CC(C2)C1)C3)[O-].C[Hf+2]C Dimethylhafnium [2',2'''-(4-methoxypyridine-2,6-diyl)bis(3-((3r,5r,7r)-adamantan-1-yl)-5-fluoro-4'-isopropyl-[1,1'-biphenyl]-2-olate)]